5-[(5-{3-[(1R)-1-(3-hydroxyazetidin-3-yl)ethoxy]-5-methoxypyridin-4-yl}-1H-pyrazol-3-yl)amino]pyrazine-2-carbonitrile OC1(CNC1)[C@@H](C)OC=1C=NC=C(C1C1=CC(=NN1)NC=1N=CC(=NC1)C#N)OC